BrC1=CC=C(N=N1)N[C@@H]1CC[C@H]2CN(C[C@H]21)C(=O)C=2SC(=CC2)C(C)(C)O [(3aS,4R,6aR)-4-[(6-bromo-3-pyridazinyl)amino]hexahydrocyclopenta[c]pyrrol-2(1H)-yl][5-(2-hydroxy-2-propanyl)-2-thienyl]methanone